C(C)C=1C(NC2=CC(=NC=C2C1)CN1CC2(CN(C2)C2=CC=C(N=N2)C(=O)NC)C1)=O 6-(6-((3-ethyl-2-oxo-1,2-dihydro-1,6-naphthyridin-7-yl)methyl)-2,6-diazaspiro[3.3]heptan-2-yl)-N-methylpyridazine-3-carboxamide